C(CS)(=O)OCC(COC(CS)=O)(COCC(COC(CS)=O)(COCC(COC(CS)=O)(COC(CS)=O)COC(CS)=O)COC(CS)=O)COC(CS)=O tripentaerythritol octakisthioglycolate